O=C1N(CCC(N1)=O)C=1C=CC(=NC1)N1CC2CCC(C1)C2C(=O)N2CCC(CC2)(C(=O)OC(C)(C)C)C Tert-butyl 1-{3-[5-(2,4-dioxo-1,3-diazinan-1-yl)pyridin-2-yl]-3-azabicyclo[3.2.1]octane-8-carbonyl}-4-methylpiperidine-4-carboxylate